7-chloro-2-(2-cyclopropyl-4-fluorophenyl)-8-hydroxy-3-(oxazol-5-ylmethyl)benzo[4,5]thieno[2,3-d]pyrimidin-4(3H)-one ClC1=C(C2=C(C3=C(N=C(N(C3=O)CC3=CN=CO3)C3=C(C=C(C=C3)F)C3CC3)S2)C=C1)O